1-(3-tritylsulfanylpropyl)azetidine C(C1=CC=CC=C1)(C1=CC=CC=C1)(C1=CC=CC=C1)SCCCN1CCC1